2,2-dimethyl-N-(2-(trifluoromethyl)benzyl)butanamide CC(C(=O)NCC1=C(C=CC=C1)C(F)(F)F)(CC)C